3-(2-chloro-4-pyridinyl)-3-methyl-6-(trifluoromethyl)indolin-2-one ClC1=NC=CC(=C1)C1(C(NC2=CC(=CC=C12)C(F)(F)F)=O)C